3-((4-fluoro-2-methylphenyl)amino)-5-(trifluoromethyl)pyrazine-2-carboxylic acid ethyl ester C(C)OC(=O)C1=NC=C(N=C1NC1=C(C=C(C=C1)F)C)C(F)(F)F